ClC1=C(C=CC=C1C1=CC=C(C(=N1)OC)CNC(CO)CO)C1=C(C(=CC=C1)NC=1C2=C(N=C(N1)C)C=CC=N2)C 2-(((6-(2-chloro-2'-methyl-3'-((2-methylpyrido[3,2-d]pyrimidin-4-yl)amino)-[1,1'-biphenyl]-3-yl)-2-methoxypyridin-3-yl)methyl)amino)propane-1,3-diol